C(C)(C)[N+](=CC1(C(C1)C(C)CC=C(C)C)C)[O-] N-isopropyl-1-(1-methyl-2-(5-methylhex-4-en-2-yl)cyclopropyl)methanimine oxide